benzyl 4-(4-methyl-1-((2-(trimethylsilyl) ethoxy) methyl)-1H-imidazol-5-yl)-3,6-dihydropyridine-1(2H)-carboxylate CC=1N=CN(C1C=1CCN(CC1)C(=O)OCC1=CC=CC=C1)COCC[Si](C)(C)C